COC=1C=CC2=C(N(C=3CCN(CCC32)C3COC3)C)N1 2-methoxy-10-methyl-7-(oxetan-3-yl)-5,6,7,8,9,10-hexahydropyrido[3',2':4,5]pyrrolo[2,3-d]azepine